N-[(1S)-5-[2-(2-aminopyridin-3-yl)-5-(pyridazin-3-yl)imidazo[4,5-b]pyridin-3-yl]-2,3-dihydro-1H-inden-1-yl]-3-formyl-4-hydroxybenzamide NC1=NC=CC=C1C1=NC=2C(=NC(=CC2)C=2N=NC=CC2)N1C=1C=C2CC[C@@H](C2=CC1)NC(C1=CC(=C(C=C1)O)C=O)=O